BrC=1C(=C2N=CC=3N(C2=CC1)N=CC3F)F 7-bromo-3,6-difluoropyrazolo[1,5-a]quinoxaline